1-(1,8-naphthyridin-4-yl)piperidin-4-carboxylic acid N1=CC=C(C2=CC=CN=C12)N1CCC(CC1)C(=O)O